C(C)S(=O)(=O)C1=NN2C(N=CC=C2C2=CC=C(C=C2)OC(C(F)F)(F)F)=C1C1=NC2=C(C=NC(=C2)C(F)(F)F)N1C 2-(2-(ethylsulfonyl)-7-(4-(1,1,2,2-tetrafluoroethoxy)phenyl)pyrazolo[1,5-a]pyrimidin-3-yl)-3-methyl-6-(trifluoromethyl)-3H-imidazo[4,5-c]pyridine